C(C)(C)(C)/C(/C(=O)OC(CNCC(O)C1OC2=CC=C(C=C2CC1)F)C1OC2=CC=C(C=C2CC1)F)=C\C=1SC(=CC1)I 1-(6-fluoro-3,4-dihydro-2H-chromen-2-yl)-2-[[2-(6-fluoro-3,4-dihydro-2H-chromen-2-yl)-2-hydroxyethyl]amino]ethanol tert-butyl-(2E)-3-(5-iodothiophen-2-yl)prop-2-enoate